1,4,5,8-naphthalenetetracarboxylic acid C1(=CC=C(C=2C(=CC=C(C12)C(=O)O)C(=O)O)C(=O)O)C(=O)O